C(C)(C)(C)C=1C=C(C=C(C1O)C)CCC(=O)OCC(C)(C)C1OCC2(CO1)COC(OC2)C(COC(CCC2=CC(=C(C(=C2)C)O)C(C)(C)C)=O)(C)C 3,9-bis[2-(3-(3-tert-butyl-4-hydroxy-5-methylphenyl)-propionyloxy)-1,1-dimethylethyl]-2,4,8,10-tetraoxaspiro[5.5]undecane